C(#N)[C@@H]1C[C@@]2(C(N1C([C@H](CC(C)C)N(C(=O)C=1NC3=C(C(=C(C(=C3C1[2H])F)[2H])F)F)C)=O)([2H])[2H])C(NC1=CC=CC=C12)=O N-((S)-1-((3R,5'S)-5'-cyano-2-oxospiro[indoline-3,3'-pyrrolidine]-1'-yl-2',2'-d2)-4-methyl-1-oxopentan-2-yl)-4,6,7-trifluoro-N-methyl-1H-indole-2-carboxamide-3,5-d2